NC1=C(SC2=NC(=CC=C21)C)C(=O)NC2CC=1C(=CC(=NC1CC2)N2CC(C(C2)OCCOC)N)F 3-amino-N-{2-[3-amino-4-(2-methoxyethoxy)pyrrolidin-1-yl]-4-fluoro-5,6,7,8-tetrahydroquinolin-6-yl}-6-methylthieno[2,3-b]pyridine-2-carboxamide